1-(5-aminopyridin-2-yl)-2-(3-chloro-4-fluorophenyl)-2-methylpropan-1-one NC=1C=CC(=NC1)C(C(C)(C)C1=CC(=C(C=C1)F)Cl)=O